zinc 4-methylpentan-2-ol dithiophosphate P(=S)([O-])([O-])OC(C)CC(C)C.[Zn+2]